4-cyano-4-amyl-biphenyl C(#N)C1(CC=C(C=C1)C1=CC=CC=C1)CCCCC